2,3,4,5-tetrahydro-[1H]azepin N1CCCCC=C1